C(CCCCCCC\C=C/CCCCCCCC)(=O)O.C(CCCCCCC\C=C/CCCCCCCC)(=O)O.C(CC)(N)N propanediamine dioleate